3-hydroxy-4-isopropoxycyclopentane-1-carboxamide OC1CC(CC1OC(C)C)C(=O)N